4-fluoro-2-isopropyl-6-(tetrahydro-2H-pyran-4-yl)aniline r-glycidyl-methacrylate C([C@H]1CO1)OC(C(=C)C)=O.FC1=CC(=C(N)C(=C1)C1CCOCC1)C(C)C